COCCCOC=1C=C(C=CC1C(CCC(F)(F)F)=O)CC(C(C)C)NC(OC(C)(C)C)=O tert-butyl (1-(3-(3-methoxypropoxy)-4-(4,4,4-trifluorobutanoyl)phenyl)-3-methylbutan-2-yl)carbamate